Quinuclidin-4-yl-(diphenyl)methanol N12CCC(CC1)(CC2)C(O)(C2=CC=CC=C2)C2=CC=CC=C2